32-(docos-13-enoyloxy)-dotriacontanoic acid C(CCCCCCCCCCCC=CCCCCCCCC)(=O)OCCCCCCCCCCCCCCCCCCCCCCCCCCCCCCCC(=O)O